BrC=1C=NC=CC1C(CCC=C)NS(=O)C(C)(C)C N-(1-(3-bromopyridin-4-yl)pent-4-en-1-yl)-2-methylpropane-2-sulfinamide